(E)-N-((5-(trifluoromethyl)pyridin-2-yl)methylene)piperazin-1-amine FC(C=1C=CC(=NC1)\C=N\N1CCNCC1)(F)F